[S,S]-tartaric acid C([C@@H](O)[C@H](O)C(=O)O)(=O)O